CC1=NOC(=N1)C12CCC(CC1)(CC2)C(C)N(C(=O)C2CCCCC2)C=2C=C(C=CC2)/C=C/C(=O)OC Methyl (E)-3-(3-(N-(1-(4-(3-methyl-1,2,4-oxadiazol-5-yl)bicyclo[2.2.2]octan-1-yl)ethyl)cyclohexanecarboxamido)phenyl)acrylate